(R)-(1-hydroxyethyl)azetidin-2-one O[C@H](C)N1C(CC1)=O